2-(1-tert-butoxy-carbonyl-4-piperidyl)acetic acid C(C)(C)(C)OC(=O)N1CCC(CC1)CC(=O)O